O=S1(CCN(CC1)C1CCC(CC1)NC1=C2C=C(N(C2=CC=C1)CC(F)(F)F)C#CCNC1=C(C=C(C(=O)NC)C=C1)OC)=O 4-((3-(4-(((1R,4R)-4-(1,1-dioxidothio-morpholino)cyclohexyl)amino)-1-(2,2,2-trifluoro-ethyl)-1H-indol-2-yl)prop-2-yn-1-yl)amino)-3-methoxy-N-methyl-benzamide